The molecule is an N-acyl-L-alpha-amino acid anion resulting from the deprotonation of the carboxy groups of N-oleoyl-L-glutamic acid. The major species at pH 7.3. It is a N-acyl-L-alpha-amino acid anion and a N-(fatty acyl)-L-alpha-amino acid anion. It is a conjugate base of a N-oleoyl-L-glutamic acid. CCCCCCCC/C=C\\CCCCCCCC(=O)N[C@@H](CCC(=O)[O-])C(=O)[O-]